bipicolinic acid N1=C(C(=CC=C1)C=1C(=NC=CC1)C)C(=O)O